ClC1=NC=CC(=N1)NC1=CC(=C(C=N1)C(=O)C1CC1)N1C[C@H](CCC1)O (S)-(6-((2-Chloropyrimidin-4-yl)amino)-4-(3-hydroxypiperidin-1-yl)pyridin-3-yl)(cyclopropyl)methanone